BrC1=CC(=NC=C1)C1(COC1)N 3-(4-bromopyridin-2-yl)oxetan-3-amine